CC1=NC=C(C(=O)NC=2SC=3C(=NC=C(C3)C3=CC=NC=C3)N2)C(=C1)N1CC2(C1)CNC2 6-methyl-N-(6-(pyridin-4-yl)thiazolo[4,5-b]pyridin-2-yl)-4-(2,6-diazaspiro[3.3]heptan-2-yl)nicotinamide